1-(4,5-dichloro-2-hydroxyphenyl)ethan-1-one ClC1=CC(=C(C=C1Cl)C(C)=O)O